ClC1=C(C=CC(=C1)Cl)C=1CCCC2=C(C1C1=C(C=C(C=C1)C=C1CN(C1)CCCF)F)C=CC=C2 8-(2,4-Dichlorophenyl)-9-(2-fluoro-4-((1-(3-fluoropropyl)azetidin-3-yliden)methyl)phenyl)-6,7-dihydro-5H-benzo[7]annulen